5-[4-amino-5-(trifluoromethyl)pyrrolo-[2,1-f][1,2,4]triazin-7-yl]-3-fluoro-N-((3R,4S)-4-fluoro-1-{spiro[2.2]pentane-1-carbonyl}pyrrolidin-3-yl)-2-methyl-benzamide NC1=NC=NN2C1=C(C=C2C=2C=C(C(=C(C(=O)N[C@@H]1CN(C[C@@H]1F)C(=O)C1CC13CC3)C2)C)F)C(F)(F)F